C(CN)N.[Na].[Na] di-sodium ethylenediamine